N1(CCC1)CC1(CC1)NC(C(C)(C1=C(C=CC=C1)F)F)=O N-(1-(azetidin-1-ylmethyl)cyclopropyl)-2-fluoro-2-(2-fluorophenyl)propanamide